(1S,3aR-6aS)-2-(4-methoxy-1H-indole-2-carbonyl)-N-((S)-4-((2-methoxyethyl)amino)-3,4-dioxo-1-((S)-2-oxopyrrolidin-3-yl)butan-2-yl)octahydrocyclopenta[c]pyrrole-1-carboxamide COC1=C2C=C(NC2=CC=C1)C(=O)N1[C@@H]([C@@H]2[C@H](C1)CCC2)C(=O)N[C@@H](C[C@H]2C(NCC2)=O)C(C(=O)NCCOC)=O